methyl (R)-2-((tert-butoxycarbonyl)amino)-3-(4-fluorophenyl)propionate C(C)(C)(C)OC(=O)N[C@@H](C(=O)OC)CC1=CC=C(C=C1)F